BrC=1N=C(N(N1)C1=NC=C(C=N1)OCC(F)F)C(C)NC(C1=CC(=CC(=C1)S(=O)(=O)C(F)(F)F)C(F)(F)F)=O N-[1-[5-bromo-2-[5-(2,2-difluoroethoxy)pyrimidin-2-yl]-1,2,4-triazol-3-yl]ethyl]-3-(trifluoromethyl)-5-(trifluoromethylsulfonyl)benzamide